2-butyloctyl 6-(2-(decanoyloxy)ethyl)-3-ethyl-12-hexyl-10-oxo-9,11-dioxa-3,6-diazahenicosan-21-oate C(CCCCCCCCC)(=O)OCCN(CCN(CC)CC)CCOC(OC(CCCCCCCCC(=O)OCC(CCCCCC)CCCC)CCCCCC)=O